4,9-bis(5-(9,9-bis(6-bromohexyl)-9H-fluoren-2-yl)thiophen-2-yl)-6,7-bis(4-(hexyloxy)phenyl)-[1,2,5]thiadiazolo[3,4-g]quinoxaline BrCCCCCCC1(C2=CC=CC=C2C=2C=CC(=CC12)C1=CC=C(S1)C=1C=2C(C(=C3N=C(C(=NC13)C1=CC=C(C=C1)OCCCCCC)C1=CC=C(C=C1)OCCCCCC)C=1SC(=CC1)C1=CC=3C(C4=CC=CC=C4C3C=C1)(CCCCCCBr)CCCCCCBr)=NSN2)CCCCCCBr